F[C@@H]1C[C@H](N(C1)C(CN1N=C(C2=CC(=CC=C12)C1=CN=NC=C1)C(=O)N)=O)C(N[C@H]1[C@@H](CCC1)O)=O 1-(2-((2S,4R)-4-fluoro-2-((1R,2R)-2-hydroxycyclopentylcarbamoyl)pyrrolidin-1-yl)-2-oxoethyl)-5-(pyridazin-4-yl)-1H-indazole-3-carboxamide